2-(2-methylpropyl)-3,5-di(1-methylethyl)pyridine CC(CC1=NC=C(C=C1C(C)C)C(C)C)C